FCC1=CC=C(C=C1)C=1C=C(C(N(N1)C=1C=NN(C1)C)=O)C(=O)N[C@@H](C)C(C)(C)O 6-[4-(fluoromethyl)phenyl]-N-[(2S)-3-hydroxy-3-methylbutan-2-yl]-2-(1-methyl-1H-pyrazol-4-yl)-3-oxo-2,3-dihydropyridazine-4-carboxamide